2-(4-methoxybenzene-1-carbonyl)-8,8-dimethyl-7-oxo-2-azaspiro[3.5]non-5-ene-6-carbonitrile COC1=CC=C(C=C1)C(=O)N1CC2(C1)C=C(C(C(C2)(C)C)=O)C#N